N-((tetrahydro-2H-pyran-2-yl)oxy)pyrimidine-5-carboxamide O1C(CCCC1)ONC(=O)C=1C=NC=NC1